(8-hydroxy-5-quinolyl-azo)benzenesulfonic acid OC=1C=CC(=C2C=CC=NC12)N=NC1=C(C=CC=C1)S(=O)(=O)O